3-(6-chloro-5-(4,4-difluoropiperidin-1-yl)pyridazin-3-yl)-8-oxa-3-azabicyclo[3.2.1]octane ClC1=C(C=C(N=N1)N1CC2CCC(C1)O2)N2CCC(CC2)(F)F